(2R)-2-((tert-Butyldimethylsilyl)oxy)-3-(4-(2-(methylsulfanyl)-1,4,5,6-tetrahydropyrimidin-5-yl)phenoxy)propanoic acid tert-butyl ester C(C)(C)(C)OC([C@@H](COC1=CC=C(C=C1)C1CN=C(NC1)SC)O[Si](C)(C)C(C)(C)C)=O